3-[5-(aminomethyl)-4-fluoro-1-oxo-2,3-dihydro-1H-isoindol-2-yl]piperidine-2,6-dione NCC=1C(=C2CN(C(C2=CC1)=O)C1C(NC(CC1)=O)=O)F